C(C)OC(=O)C=1C=NN(C1)CC1=NC=C(C=N1)Br 1-[(5-bromopyrimidin-2-yl)methyl]-1H-pyrazole-4-carboxylic acid ethyl ester